N-4-methylbenzylidene-3-(trimethoxysilyl)propan-1-amine CC1=CC=C(C=NCCC[Si](OC)(OC)OC)C=C1